C(CCCCCCC\C=C/CCCCCCCC)(=O)OC(CC[N+](C)(C)C)OC(CCCCCCC\C=C/CCCCCCCC)=O bis(oleoyloxy)-3-(trimethylammonio)propane